FC1(CC(C1)N1C(=NC2=NC=C(C=C21)C=2C=CN1N=C(N=CC12)NCCOC(C)C)C)F 5-(1-(3,3-difluorocyclobutyl)-2-methyl-1H-imidazo[4,5-b]pyridin-6-yl)-N-(2-isopropoxyethyl)pyrrolo[2,1-f][1,2,4]triazin-2-amine